(S)-8-(4-bromo-3-(trifluoromethyl)benzoyl)-3-isobutyl-7-methyl-4-(4-(2-methyl-1H-imidazol-4-yl)phenyl)-6,7,8,9-tetrahydropyrazolo[1,5-a]pyrido[4,3-e]pyrimidin-5(4H)-one BrC1=C(C=C(C(=O)N2CC3=C(C(N(C=4N3N=CC4CC(C)C)C4=CC=C(C=C4)C=4N=C(NC4)C)=O)C[C@@H]2C)C=C1)C(F)(F)F